(pyridin-2-yl)methanamine N1=C(C=CC=C1)CN